C(CCCCCCC)OC1=CC=C(C=C1)[B] (p-Octyloxyphenyl)boron